tert-butyl (S)-l-1-methoxy-10-methyl-1,2,4,4a,5,6-hexahydro-3H,14H-pyrazino[1',2':5,6][1,5]oxazocino[2,3-g]quinoline-3-carboxylate CO[C@H]1CN(CC2N1CC1=C(C=C3C=C(C=NC3=C1)C)OCC2)C(=O)OC(C)(C)C